4-(4-((1R,5S)-8-azabicyclo[3.2.1]octan-3-yl)-8-fluoro-2-(((2R,7aS)-2-fluorotetrahydro-1H-pyrrolizin-7a(5H)-yl)methoxy)pyrido[4,3-d]pyrimidin-7-yl)-5-ethyl-6-fluoronaphthalen-2-ol [C@H]12CC(C[C@H](CC1)N2)C=2C1=C(N=C(N2)OC[C@]23CCCN3C[C@@H](C2)F)C(=C(N=C1)C1=CC(=CC2=CC=C(C(=C12)CC)F)O)F